[N+](=O)([O-])C1=CC=C(C=C1)N1CCN(CC1)CC1CC2(C1)CCN(CC2)C(=O)OC(C)(C)C tert-butyl 2-[[4-(4-nitrophenyl) piperazin-1-yl] methyl]-7-azaspiro[3.5]nonane-7-carboxylate